4-((2,4-bis(benzyloxy)-N-ethyl-5-isopropylbenzamido)methyl)benzoic acid C(C1=CC=CC=C1)OC1=C(C(=O)N(CC)CC2=CC=C(C(=O)O)C=C2)C=C(C(=C1)OCC1=CC=CC=C1)C(C)C